trifluoromethanesulfonyl-2,3-dimethylimidazolium triflate [O-]S(=O)(=O)C(F)(F)F.FC(S(=O)(=O)C=1[N+](=C(NC1)C)C)(F)F